3-(3-((2-((2-(4-methylpiperazin-1-yl)oxazol-4-yl)amino)-5-(trifluoromethyl)pyrimidin-4-yl)amino)propyl)-1,3-oxazinan-2-one CN1CCN(CC1)C=1OC=C(N1)NC1=NC=C(C(=N1)NCCCN1C(OCCC1)=O)C(F)(F)F